C(C)(C)NCC1=CNC(C2=CC=CC=C12)=O 4-((isopropylamino)methyl)isoquinolin-1(2H)-one